(R)-3-(((1R,4R)-4-hydroxycyclohexyl)methyl)-5-nitro-3,4-dihydro-2H-benzo[B][1,4]oxazin-7-sulfonamide OC1CCC(CC1)C[C@H]1NC2=C(OC1)C=C(C=C2[N+](=O)[O-])S(=O)(=O)N